tert-butyl (R)-(2-(dimethylamino)-1-(4-(ethylsulfonyl)phenyl) ethyl)carbamate CN(C[C@@H](C1=CC=C(C=C1)S(=O)(=O)CC)NC(OC(C)(C)C)=O)C